CC(=CC1=C(C=C(C=C1)C1=NNC(OC1)=O)OC(F)(F)F)C 5-[4-(2-Methylprop-1-en-1-yl)-3-(trifluoromethoxy)phenyl]-3,6-dihydro-2H-1,3,4-oxadiazin-2-one